4-((1R,3S)-3-hydroxycyclohexylamino)-2-((1R,4R)-4-(methylamino)cyclohexylamino)pyrimidine-5-carboxamide hydrochloride Cl.O[C@@H]1C[C@@H](CCC1)NC1=NC(=NC=C1C(=O)N)NC1CCC(CC1)NC